(E)-N-((4'-(Dimethylamino)-[1,1'-biphenyl]-4-yl)methyl)-N-(3-(2-(pyridin-2-yl)vinyl)phenyl)cyclohexanecarboxamide CN(C1=CC=C(C=C1)C1=CC=C(C=C1)CN(C(=O)C1CCCCC1)C1=CC(=CC=C1)\C=C\C1=NC=CC=C1)C